FC=1C=C(C(=O)O)C=CC1NC(=O)C=1C(=CC=C(C1)F)C1=C(C=CC=C1)OC 3-fluoro-4-{4-fluoro-2'-methoxy-[1,1'-biphenyl]-2-amido}benzoic acid